N1CC(C1)C1=C(C=NC(=C1)NC1=NNC(=C1)C)F 4-(azetidin-3-yl)-3-fluoro-6-((5-methyl-1H-pyrazol-3-yl)amino)pyridin